2-(7-chloroimidazo[1,5-a]pyridin-1-yl)-N-(6-(((6-cyclopropylimidazo[1,2-a]pyridin-2-yl)methyl)amino)pyrimidin-4-yl)-2-methoxyacetamide ClC1=CC=2N(C=C1)C=NC2C(C(=O)NC2=NC=NC(=C2)NCC=2N=C1N(C=C(C=C1)C1CC1)C2)OC